tantalum-platinum [Pt].[Ta]